2-(2S)-3-cyclopropyl-2-(7-oxo-4,5-dihydro-1H-pyrrolo[2,3-c]pyridin-6-yl)propanoic acid C1CC1[C@](C(=O)O)(C)N1C(C2=C(CC1)C=CN2)=O